perhydromethylindole Nickel Chloride [Ni](Cl)Cl.CN1CCC2CCCCC12